COCOC1=C(C=CC(=C1)C(F)(F)F)C1=C2C(=C(N=N1)C(=O)C1CN(CCC1)C(=O)OC(C)(C)C)CCC2 tert-Butyl 3-(4-(2-(methoxymethoxy)-4-(trifluoromethyl)phenyl)-6,7-dihydro-5H-cyclopenta[d]pyridazine-1-carbonyl)piperidine-1-carboxylate